C12COCC(N1C=1C3=C(N=C(N1)OC[C@]14CCCN4C[C@@H](C1)F)C(=C(N=C3)C3=CC(=CC1=CC=C(C(=C31)CC)F)O)F)C2 4-(4-(3-oxa-6-azabicyclo[3.1.1]heptan-6-yl)-8-fluoro-2-(((2R,7aS)-2-fluorotetrahydro-1H-pyrrolizin-7a(5H)-yl)methoxy)pyrido[4,3-d]pyrimidin-7-yl)-5-ethyl-6-fluoronaphthalen-2-ol